FC=1C(=C2C=C(N(C2=C(C1)F)CCNC1=CC(=NC=N1)C1=CC(=C(C(=O)O)C=C1)CC(C)C)C)C 4-{6-[2-(5,7-Difluoro-2,4-dimethyl-indol-1-yl)-ethylamino]-pyrimidin-4-yl}-2-isobutyl-benzoic acid